C(CCC)N1CC(=CC(=C1)C)C 1-butyl-3,5-lutidine